C(C1=CC=CC=C1)NC(CC=1C=C(C=CC1)C)=O N-benzyl-2-(m-tolyl)acetamide